allylcopper C(C=C)[Cu]